ClC1=C(C=C(C=C1)N1N=CN=C1CN(C(=O)NCC1=NC=NN1C1=CC(=C(C=C1)Cl)F)CCF)F 1,3-bis({[1-(4-chloro-3-fluorophenyl)-1H-1,2,4-triazol-5-yl]methyl})-1-(2-fluoroethyl)urea